tert-butyl 4-[4-[2-[1-(6,7-dihydro-5H-pyrrolo[1,2-c]imidazol-1-yl)-2-ethoxy-2-oxo-ethyl]-7-fluoro-3-oxo-isoindolin-5-yl]-3-methyl-phenyl]piperidine-1-carboxylate C1(=C2N(C=N1)CCC2)C(C(=O)OCC)N2CC1=C(C=C(C=C1C2=O)C2=C(C=C(C=C2)C2CCN(CC2)C(=O)OC(C)(C)C)C)F